oxo-1,2,3,4,7,8,9,10-octahydropyrido[4',3':3,4]Pyrazolo[1,5-a]Pyrazine-7-carboxylic acid O=C1NCCC2=NN3C(CNCC3C(=O)O)=C21